3-chloro-5-(4,4,5,5-tetramethyl-1,3,2-dioxaborolan-2-yl)pyridine ClC=1C=NC=C(C1)B1OC(C(O1)(C)C)(C)C